cis-butyrate C(CCC)(=O)[O-]